CS(=O)(=O)OC[C@H]1CN(CCC1)C1CCN(CC1)C(=O)OCC1=CC=CC=C1 |r| rac-Benzyl 3-{[(methylsulfonyl)oxy]methyl}[1,4'-bipiperidine]-1'-carboxylate